N-[2-(1,3-dimethylbutyl)phenyl]-5-fluoro-1,3-dimethyl-1H-pyrazole-4-amide CC(CC(C)C)C1=C(C=CC=C1)NC(=O)C=1C(=NN(C1F)C)C